[9-(3,5-bistrifluoromethylphenyl)-4-pyrenyl]-9H-carbazole FC(C=1C=C(C=C(C1)C(F)(F)F)C1=C2C=CC=C3C=C(C4=CC=CC(=C1)C4=C32)C3=CC=CC=2C4=CC=CC=C4NC32)(F)F